F[B-](F)(F)F.F[B-](F)(F)F.CC1=C([N+]2=C(C3=[N+]1C=CC=C3)C=CC=C2)C2=CC=CC=C2 6-Methyl-7-phenyldipyrido[1,2-a:2',1'-c]pyrazine-5,8-diium bis(tetrafluoroborate)